C1(NN=CC2=CC=CC=C12)=O (±)-1(2H)-phthalazinone